2-Amino-1-(2-methoxyphenyl)ethan-1-one HCl salt Cl.NCC(=O)C1=C(C=CC=C1)OC